FC=1C(=C(C=CC1)NC(=O)C1=NOC=C1NC(OC(C)(C)C)=O)NCC=1N=NC=CC1 tert-butyl (3-((3-fluoro-2-((pyridazin-3-ylmethyl)amino)phenyl)carbamoyl) isoxazol-4-yl)carbamate